CN(C1=NC2=CC(=CC=C2C(N1NC(CCC1=CC(=CC=C1)F)=O)=O)F)C N-(2-Dimethylamino-7-fluoro-4-oxo-4H-quinazolin-3-yl)-3-(3-fluoro-phenyl)-propionamide